(4,4-difluoro-1-piperidyl)-[2-(1-isopropylpyrazol-3-yl)-4-(5-methyl-1-tetrahydropyran-2-yl-pyrazol-3-yl)phenyl]methanone FC1(CCN(CC1)C(=O)C1=C(C=C(C=C1)C1=NN(C(=C1)C)C1OCCCC1)C1=NN(C=C1)C(C)C)F